OC1=C(C=CC=C1)C1=CC(=CN=N1)N1CCC(CC1)(C(=O)O)C1=CC(=NO1)C 1-[6-(2-hydroxyphenyl)pyridazin-4-yl]-4-(3-methyl-1,2-oxazol-5-yl)piperidine-4-carboxylic acid